P(O)(=O)(OP(=O)(O)OP(=O)(O)O)OC([C@@H]1[C@H](C[C@@H](O1)N1C(=O)N=C(N)C=C1)O)C#CC 5'-Propynyl-2'-deoxycytidine-5'-Triphosphate